CN([C@@H](CC(C)C)C(=O)N1CC2(CC1C(=O)N)C(NC1=CC=CC=C12)=O)C(=O)C=1NC2=C(C(=CC(=C2C1)F)F)F 1'-(N-methyl-N-(4,6,7-trifluoro-1H-indole-2-carbonyl)-L-leucyl)-2-oxospiro[indoline-3,3'-pyrrolidine]-5'-carboxamide